Cl.COC1=CC2=C(C=N1)CN(C2)C2=NC=CC(=N2)C(N)=N 2-(6-Methoxy-1,3-dihydro-2H-pyrrolo[3,4-c]pyridin-2-yl)pyrimidine-4-carboximidamide hydrochloride